ClC=1C(=NC=CC1)C(C)(C)NC1=NC=C(C=N1)C1=NN=C(O1)C(=O)OCC ethyl 5-(2-{[1-(3-chloro(2-pyridyl))-isopropyl]amino}pyrimidin-5-yl)-1,3,4-oxadiazole-2-carboxylate